methyl 2-(1-(cyclopropylmethyl)-6-(N-(difluoromethyl)methylsulfonamido)-1H-pyrrolo[2,3-b]pyridin-2-yl)-7-methoxy-1-methyl-1H-benzo[d]imidazole-5-carboxylate C1(CC1)CN1C(=CC=2C1=NC(=CC2)N(S(=O)(=O)C)C(F)F)C2=NC1=C(N2C)C(=CC(=C1)C(=O)OC)OC